C1(CCC1)NC(C)C=1C=C(C=C(C1)C(F)(F)F)NC1=NC=C(C(=N1)NC=1C=CC2=C(NC(O2)=O)C1)C 5-(2-(3-(1-(cyclobutylamino)ethyl)-5-(trifluoromethyl)phenylamino)-5-methylpyrimidin-4-ylamino)benzo[d]oxazol-2(3H)-one